Cl.Cl.CC1=CC2=C(N(C=N2)C/C=C/[C@H]2NCCC[C@@H]2O)C=C1C (2R,3S)-2-((E)-3-(5,6-dimethyl-1H-benzo[d]imidazol-1-yl)prop-1-en-1-yl)piperidin-3-ol dihydrochloride